N-((4,6-dimethyl-2-oxo-1,2-dihydropyridin-3-yl)methyl)-5-(ethyl(tetrahydro-2H-pyran-4-yl)amino)-4-methyl-4'-(morpholinomethyl)-[1,1'-biphenyl]-3-carboxamide monohydrochloride Cl.CC1=C(C(NC(=C1)C)=O)CNC(=O)C=1C=C(C=C(C1C)N(C1CCOCC1)CC)C1=CC=C(C=C1)CN1CCOCC1